Methyl {(S)-1-[4-(6-cyclopropylmethoxy-pyridin-2-yl)-2,6-difluoro-phenyl]-pyrrolidin-3-yl}-acetate C1(CC1)COC1=CC=CC(=N1)C1=CC(=C(C(=C1)F)N1C[C@@H](CC1)CC(=O)OC)F